ClC(CN(C)C)C1=CC=CC=C1 2-chloro-N,N-dimethyl-2-phenylethan-1-amine